6-bromo-4-fluoro-3-iodo-2H-indazole BrC=1C=C(C2=C(NN=C2C1)I)F